C[C@H]1N(C[C@@H]([C@H]([C@@H]1O)O)O)C[C@@H]1CN(CC1)C1=C(C=CC=C1)C (2R,3R,4R,5s)-2-methyl-1-(((R)-1-(o-tolyl)pyrrolidin-3-yl)methyl)piperidin-3,4,5-triol